2-cyclohexyl-2-(pent-3-yl)malonic acid potassium salt [K+].C1(CCCCC1)C(C(=O)[O-])(C(=O)[O-])C(CC)CC.[K+]